2-chloro-4-(3,7,7-trimethylbicyclo[2.2.1]heptan-2-ylamino)pyrimidine-5-carbonitrile ClC1=NC=C(C(=N1)NC1C2CCC(C1C)C2(C)C)C#N